C12C=CCC(C1)C2 2-Norpinene